1,4-diazabicyclo[2.2.2]Octane perchlorate Cl(=O)(=O)(=O)O.N12CCN(CC1)CC2